tert-butyl 8-[6-formyl-2-(4-pyridyl) pyrido[3,4-d]pyrimidin-4-yl]-2,8-diazaspiro[4.5]decane-2-carboxylate C(=O)C1=CC2=C(N=C(N=C2N2CCC3(CCN(C3)C(=O)OC(C)(C)C)CC2)C2=CC=NC=C2)C=N1